Benzeneacetaldehyde tert-butyl-N-[3-(2-azidoethyl)-5-oxo-1-(3-oxo-4H-pyrido[3,2-b][1,4]oxazin-6-yl)pyrrolidin-3-yl]carbamate C(C)(C)(C)OC(NC1(CN(C(C1)=O)C=1C=CC=2OCC(NC2N1)=O)CCN=[N+]=[N-])=O.C1(=CC=CC=C1)CC=O